O1C2=C(OC1)C=CC=C2 benzo[1,4]dioxol